7-[[5-[(2S)-2-(1-hydroxy-1-methyl-ethyl)morpholin-4-yl]-2-pyridyl]amino]-4-(1-methyl-pyrrolo[2,3-b]pyridin-4-yl)-2,3-dihydro-pyrrolo[3,4-c]pyridin-1-one OC(C)(C)[C@@H]1CN(CCO1)C=1C=CC(=NC1)NC=1C2=C(C(=NC1)C1=C3C(=NC=C1)N(C=C3)C)CNC2=O